O=C1NC(CCC1C1=NN(C2=CC(=C(C=C12)F)N[C@H]1[C@@H](CN(CC1)C(=O)OC(C)(C)C)C)C)=O tert-butyl (3R,4R)-4-[[3-(2,6-dioxo-3-piperidyl)-5-fluoro-1-methyl-indazol-6-yl]amino]-3-methylpiperidine-1-carboxylate